Hafnium methoxide C[O-].[Hf+4].C[O-].C[O-].C[O-]